C(C)(C)(C)N1C=C(C=C1)C(=O)NCC(=O)NC=1SC=C(N1)C1=NC(=CC=C1)C1=NN(N=C1)C 1-tert-butyl-N-[2-[[4-[6-(2-methyltriazol-4-yl)-2-pyridinyl]thiazol-2-yl]amino]-2-oxo-ethyl]pyrrole-3-carboxamide